BrC=1C(=NC(=NC1)NC1=C(C=C(C(=C1)C)N1CCC(CC1)N1CCN(CC1)C)OC)NC=1C(=C2C=CC(=NC2=CC1)C1CC1)C(C)(C)O 2-(6-((5-Bromo-2-((2-methoxy-5-methyl-4-(4-(4-methylpiperazin-1-yl)piperidin-1-yl)Phenyl)amino)pyrimidin-4-yl)amino)-2-cyclopropylquinolin-5-yl)propan-2-ol